ClC1=CC=C2C(NC(N(C2=C1)C1=NC=CN=C1)=O)=O 7-chloro-1-(pyrazin-2-yl)quinazoline-2,4(1H,3H)-dione